FC(OC1=C(C=C(C(=O)O)C=C1)C(=O)OC)F 4-(difluoromethoxy)-3-(methoxycarbonyl)benzoic acid